BrC=1C=C(C(=O)N2CCN(CC2)C2=NC3=CC=CC=C3C(N2)=O)C=C(C1)OC(F)(F)F 2-[4-[3-Bromo-5-(trifluoromethoxy)benzoyl]piperazin-1-yl]-3H-quinazolin-4-one